(S)-N-(2-chloro-3-(3'-chloro-6-methoxy-5-((((5-oxopyrrolidin-2-yl)methyl)amino)methyl)-[2,4'-bipyridin]-2'-yl)phenyl)-5-methoxy-4-((3-(methoxymethyl)azetidin-1-yl)methyl)picolinamide ClC1=C(C=CC=C1C1=NC=CC(=C1Cl)C1=NC(=C(C=C1)CNC[C@H]1NC(CC1)=O)OC)NC(C1=NC=C(C(=C1)CN1CC(C1)COC)OC)=O